FC1=C(C=CC(=C1)F)C(C(=O)OC)C methyl 2-(2,4-difluorophenyl)propanoate